TBDMS-t-butyldimethylsilyl ether [Si](C)(C)(C(C)(C)C)O[Si](C)(C)C(C)(C)C